dimethoxytrityl-N4-benzoyl-2',2'-difluoro-2'-deoxycytidine COC([C@@H]1[C@H](C([C@@](O1)(N1C(=O)N=C(NC(C2=CC=CC=C2)=O)C=C1)C(C1=CC=CC=C1)(C1=CC=CC=C1)C1=CC=CC=C1)(F)F)O)(O)OC